8-((2s,5r)-4-((4-cyanophenyl)(4-fluorophenyl)methyl)-2,5-dimethylpiperazin-1-yl)-7-fluoro-5-methyl-6-oxo-5,6-dihydro-1,5-naphthyridine-2-carbonitrile C(#N)C1=CC=C(C=C1)C(N1C[C@@H](N(C[C@H]1C)C1=C(C(N(C=2C=CC(=NC12)C#N)C)=O)F)C)C1=CC=C(C=C1)F